C(C(C)C)[C@H]1C(N(CCN1)[C@H](C(=O)N1CCC(CC1)CC(=O)OCC1=CC=NC=C1)CC(C)C)=O (4-Pyridyl)methyl (1-{(S)-2-[(S)-3-isobutyl-2-oxo-1-piperazinyl]-4-methylvaleryl}-4-piperidyl)acetate